FC=1C(=CC=2C3=C(N(C2C1)CC1=CC=C(CP(O)(O)=O)C=C1)C=CC=N3)F (4-((7,8-difluoro-5H-pyrido[3,2-b]indol-5-yl)methyl)benzyl)phosphonic acid